[2H]C1=NC2=C(C=CC(=C2C=C1)N1C[C@@H]2C=3C=CC(=NC3CN2[C@@H](C1)C)N1CCC2(CNCCO2)CC1)C#N 2-Deuterio-5-[(2S,6R)-6-methyl-11-(1-oxa-4,9-diazaspiro[5.5]undecan-9-yl)-4,7,10-triazatricyclo[7.4.0.02,7]trideca-1(9),10,12-trien-4-yl]quinoline-8-carbonitrile